1-(4-Acetylphenyl)pyrrolidin-2-one methyl-4-((tetrahydro-2H-pyran-2-yl)oxy)cyclohexane-1-carboxylate COC(=O)C1CCC(CC1)OC1OCCCC1.C(C)(=O)C1=CC=C(C=C1)N1C(CCC1)=O